O=C1OC(CC1C1CCC=CC1)=O 5-(tetrahydro-2,5-di-oxo-3-furanyl)-cyclohexene